3-chloro-7-((2s,5R)-2,5-dimethyl-4-((R)-1-(quinoxalin-6-yl)ethyl)piperazin-1-yl)-4-methyl-2,4-dihydro-5H-pyrazolo[4,3-d]Pyrimidin-5-one ClC=1NN=C2C1N(C(N=C2N2[C@H](CN([C@@H](C2)C)[C@H](C)C=2C=C1N=CC=NC1=CC2)C)=O)C